((2R,3S,5R)-2-ethynyl-5-(2-fluoro-6-heptanamido-9H-purin-9-yl)-3-hydroxytetra-hydrofuran-2-yl)methyl 2-propylpentanoate C(CC)C(C(=O)OC[C@]1(O[C@H](C[C@@H]1O)N1C2=NC(=NC(=C2N=C1)NC(CCCCCC)=O)F)C#C)CCC